3-Chloro-5-(methylsulfonyl)aniline ClC=1C=C(N)C=C(C1)S(=O)(=O)C